S1SC(C2=C1C=CC=C2)=N benzo[c][1,2]dithiole-3-imine